C(#N)C1=CC=C(C=N1)C 6-cyano-3-methylpyridin